C(C)CC(CC(=O)OC(C)C)=O.C(C)CC(CC(=O)OC(C)C)=O diisopropyl bis(ethylacetoacetate)